OC1(CC1)CN1N=NC(=C1)C(=O)NCC=1SC(=NN1)C1=CC=CC=C1 1-((1-hydroxycyclopropyl)methyl)-N-((5-phenyl-1,3,4-thiadiazol-2-yl)methyl)-1H-1,2,3-triazole-4-carboxamide